6-methoxy-4-methyl-3,4-dihydro-1H-quinolin-2-one COC=1C=C2C(CC(NC2=CC1)=O)C